1-[3-[5-bromo-2-(8-chloro-4-oxo-chromen-2-yl)phenoxy]propyl]pyrrolidine-3-carboxylic acid BrC=1C=CC(=C(OCCCN2CC(CC2)C(=O)O)C1)C=1OC2=C(C=CC=C2C(C1)=O)Cl